(4R,5S)-2,5-DIMETHYLOCT-7-ENE-4-SULFONAMIDE CC(C)C[C@H]([C@H](CC=C)C)S(=O)(=O)N